BrC1=C2CCN(C(C2=CC(=C1)CCN(C)CCO)=O)C(C)C1=NC=C(C#N)C(=C1)OCC 6-(1-(5-bromo-7-(2-((2-hydroxyethyl)(methyl)amino)ethyl)-1-oxo-3,4-dihydroisoquinolin-2(1H)-yl)ethyl)-4-ethoxynicotinonitrile